FC=1C=CC2=C([C@@H](CO2)NC(=O)NC2=CC=C(C=C2)[C@@H]2C=3N(CCC2)C=NC3C)C1 |&1:19| 1-((S)-5-fluoro-2,3-dihydrobenzofuran-3-yl)-3-(4-((RS)-1-methyl-5,6,7,8-tetrahydroimidazo[1,5-a]pyridin-8-yl)phenyl)urea